5-(2,3-dihydro-1,4-benzoxazin-4-ylmethyl)-2-fluoro-4-methoxyaniline O1CCN(C2=C1C=CC=C2)CC=2C(=CC(=C(N)C2)F)OC